2-(6-cyclopropyl-5-fluoro-1-oxospiro[3H-isoquinoline-4,1'-cyclopropane]-2-yl)-N-(5-fluoropyrimidin-2-yl)acetamide C1(CC1)C=1C(=C2C(=CC1)C(N(CC21CC1)CC(=O)NC1=NC=C(C=N1)F)=O)F